2-methylbut-2-endioat CC(C(=O)[O-])=CC(=O)[O-]